5-Chloro-N-((6-((4-chlorophenyl)amino)-2-morpholinopyrimidin-4-yl)methyl)picolinamide ClC=1C=CC(=NC1)C(=O)NCC1=NC(=NC(=C1)NC1=CC=C(C=C1)Cl)N1CCOCC1